ClC1=C(C(=O)N2COC3=C(C2)C=CC=C3C3=CC(=C(C(=O)O)C=C3F)N3C2COCC3CC2)C(=CC(=C1)N1C[C@H](N(CC1)C1COC1)C)Cl 4-[3-[2,6-Dichloro-4-[(3R)-3-methyl-4-(oxetan-3-yl)piperazin-1-yl]benzoyl]-2,4-dihydro-1,3-benzoxazin-8-yl]-5-fluoro-2-(3-oxa-8-azabicyclo[3.2.1]oct-8-yl)benzoic acid